FC1=C(C=C(C(=C1F)[N+](=O)[O-])F)O 2,3,5-trifluoro-4-nitrophenol